CC(C#N)CCC#N 2-methylglutaronitrile